C(C)OC(CC(COC(C(C)OC1=C(C=C(C(=C1)N1C(N(C(N(C1=O)C)=S)C)=O)F)Cl)=O)=O)=O 4-((2-(2-chloro-5-(3,5-dimethyl-2,6-dioxo-4-thioxo-1,3,5-triazin-1-yl)-4-fluorophenoxy)propionyl)oxy)-3-oxobutanoic acid ethyl ester